C(C)(=O)OC(C)(C)C=1OC(=NN1)C1=NC=C(C2=CC(=NC=C12)NC1=NC(=NC=C1)N1C[C@]([C@@H](CC1)O)(C)F)C(C)C 2-(5-(6-((2-((3S,4R)-3-fluoro-4-hydroxy-3-methylpiperidin-1-yl)pyrimidin-4-yl)amino)-4-isopropyl-2,7-naphthyridin-1-yl)-1,3,4-oxadiazol-2-yl)propan-2-yl acetate